Dicyclopentadienedicarboxylic acid sodium salt [Na+].C1(C=CC=C1)(C(=O)[O-])C(=O)[O-].C1(C=CC=C1)(C(=O)[O-])C(=O)[O-].[Na+].[Na+].[Na+]